OC=1C=CC(=C(C=O)C1)OC 5-HYDROXY-2-METHOXYBENZALDEHYDE